FC1=CC=C(C(=O)N[C@H](C(=O)N2CCOCC2)CS(=O)(=O)CCN[C@]2([C@@H](C2)C2=CC=C(C=C2)F)C)C=C1 4-fluoro-N-((R)-3-(2-((1R,2S)-2-(4-fluorophenyl)-1-methylcyclopropylamino)ethyl-sulfonyl)-1-morpholino-1-oxo-propan-2-yl)benzamide